(R)-N-(1-hydroxypropan-2-yl)-5-((2-hydroxypyridin-3-yl)methoxy)-2-methylbenzofuran-3-carboxamide OC[C@@H](C)NC(=O)C1=C(OC2=C1C=C(C=C2)OCC=2C(=NC=CC2)O)C